ClC1=CC=C(C=C1)C1=CC=C(C=C1)C1=C(C=C(C=C1C(F)(F)F)[Si](C)(C)C)C(F)(F)F (4''-chloro-2,6-bis(trifluoromethyl)-[1,1':4',1''-terphenyl]-4-yl)trimethylsilane